1,4-dihydro-4-oxoquinoline O=C1C=CNC2=CC=CC=C12